p-Toluenesulfonyl cyanide CC1=CC=C(C=C1)S(=O)(=O)C#N